4-(1-(2,6-dichlorophenyl)azetidin-3-yl)-2,6-diisopropylbenzaldehyde ClC1=C(C(=CC=C1)Cl)N1CC(C1)C1=CC(=C(C=O)C(=C1)C(C)C)C(C)C